2-((2S,4S)-1-(but-2-ynoyl)-4-(8-chloro-7-(3-chloro-2-methylphenyl)-6-fluoro-4-(4-methyl-2-oxopiperazin-1-yl)-1H-[1,2,3]triazolo[4,5-c]quinolin-1-yl)piperidin-2-yl)acetonitrile C(C#CC)(=O)N1[C@@H](C[C@H](CC1)N1N=NC=2C(=NC=3C(=C(C(=CC3C21)Cl)C2=C(C(=CC=C2)Cl)C)F)N2C(CN(CC2)C)=O)CC#N